tetradecyloxy-tetraoxypropylene phosphate P(=O)(OC(COOOOOCCCCCCCCCCCCCC)C)([O-])[O-]